7-(5-(5-(4-aminobicyclo[2.2.2]octan-1-yl)-1,3,4-thiadiazol-2-yl)-4-((tetrahydro-2H-pyran-4-yl)amino)pyridin-2-yl)pyrrolo[1,2-b]pyridazine-3-carbonitrile bis-hydrochloride Cl.Cl.NC12CCC(CC1)(CC2)C2=NN=C(S2)C=2C(=CC(=NC2)C2=CC=C1N2N=CC(=C1)C#N)NC1CCOCC1